ONC(=N)C=1C=NNC1 N-hydroxy-1H-pyrazole-4-carboximidamide